(2S,4r)-1-[(2S)-2-(4-cyclopropyl-triazol-1-yl)-3,3-dimethyl-butyryl]-N-[[5-(dimethylamino)-1,3,4-oxadiazol-2-yl]methyl]-4-hydroxy-pyrrolidine-2-carboxamide C1(CC1)C=1N=NN(C1)[C@H](C(=O)N1[C@@H](C[C@H](C1)O)C(=O)NCC=1OC(=NN1)N(C)C)C(C)(C)C